BrC1=C(C(=CC=C1)OCCCCl)C 1-Bromo-2-methyl-3-(3-chloropropoxy)benzene